4-(4-methyl-piperazin-1-yl)-N-{6-[2-(4-trifluoromethyl-benzyloxy)-ethoxy]-1H-indazol-3-yl}-benzamide sulfate S(=O)(=O)(O)O.CN1CCN(CC1)C1=CC=C(C(=O)NC2=NNC3=CC(=CC=C23)OCCOCC2=CC=C(C=C2)C(F)(F)F)C=C1